C(C(=C)C)(=O)O.C(=C)OC(OC=C)(OC=C)OC(OC=C)(OC=C)OC=C triethenoxymethyl ether methacrylate